2-(3-(4-amino-2-chloroimidazo[2,1-f][1,2,4]triazin-7-yl)-4-methylphenyl)-1,1-difluoropropan-2-ol NC1=NC(=NN2C1=NC=C2C=2C=C(C=CC2C)C(C(F)F)(C)O)Cl